tert-butyl 7-(2-(N-(4-(5-(difluoromethyl)-1,3,4-oxadiazol-2-yl)benzyl)-N-phenylsulfamoyl)ethyl)-2,7-diazaspiro[3.5]nonane-2-carboxylate FC(C1=NN=C(O1)C1=CC=C(CN(S(=O)(=O)CCN2CCC3(CN(C3)C(=O)OC(C)(C)C)CC2)C2=CC=CC=C2)C=C1)F